8-aminoquinoline NC=1C=CC=C2C=CC=NC12